acryl-CoA C(=O)(C=C)SCCNC(CCNC([C@@H](C(COP(OP(OC[C@@H]1[C@H]([C@H]([C@@H](O1)N1C=NC=2C(N)=NC=NC12)O)OP(=O)(O)O)(=O)O)(=O)O)(C)C)O)=O)=O